S(C(C(=O)[O-])CCC1=CC(=C(C(=C1)C(C)(C)C)O)C(C)(C)C)C(C(=O)OCC)CCC1=CC(=C(C(=C1)C(C)(C)C)O)C(C)(C)C ethyl 2,2'-thiobis[3-(3,5-di-tert-butyl-4-hydroxybenzyl) propionate]